N-[4-(4-chlorophenyl)-1-oxophthalazin-2(1H)-yl]-2-(5-chloro-2-thienyl)acetamide ClC1=CC=C(C=C1)C1=NN(C(C2=CC=CC=C12)=O)NC(CC=1SC(=CC1)Cl)=O